C(F)(F)(Cl)Br The molecule is a one-carbon compound that is methane in which the hydrogens have been replaced by two fluorines, a bromine, and a chlorine. Widely used in 'vapourising liquid'-type fire extinguishers, its use is now generally banned under the Montreal Protocol (ozone-depleting substances), although it is still used in certain applications (e.g. aviation). It is a one-carbon compound, an organobromine compound, an organochlorine compound and an organofluorine compound.